((1R,4R,7R)-2-(1-(azetidin-3-ylmethyl)-2-(1-(cyclopropylmethyl)-1H-pyrrol-2-yl)-7-methoxy-1H-benzo[d]imidazole-5-carbonyl)-2-azabicyclo[2.2.1]hept-7-yl)carbamic acid tert-butyl ester C(C)(C)(C)OC(N[C@H]1[C@@H]2N(C[C@H]1CC2)C(=O)C2=CC1=C(N(C(=N1)C=1N(C=CC1)CC1CC1)CC1CNC1)C(=C2)OC)=O